3-([3-CHLORO-2-(DIMETHYLAMINO)PHENYL]SULFAMOYL)PROPANOIC ACID ClC=1C(=C(C=CC1)NS(=O)(=O)CCC(=O)O)N(C)C